CN1N=C2C=CC=C(C2=C1)C1=NN(C2=C(C=CC=C12)C(F)(F)F)C=1C=CC(=NC1)N1CCC(CC1)C(=O)O 1-{5-[2'-methyl-7-(trifluoromethyl)-1H,2'H-[3,4'-biindazol]-1-yl]pyridin-2-yl}piperidine-4-carboxylic acid